C(#N)[C@H]1[C@@H](CCCC1)NC1=NC(=NC=C1C)NC1C2=C(B(O1)O)C(=CC=C2)C#N ((4-(((trans)-2-cyanocyclohexyl)amino)-5-methylpyrimidin-2-yl)amino)-1-hydroxy-1,3-dihydrobenzo[c][1,2]oxaborole-7-carbonitrile